NC=1N=C(SC1C(=O)C1=CC(=NO1)C(=O)NC1CCCC1)N(C1=CC=C(C=C1)F)[C@@H](C(=O)N)C |r| rac-5-[4-Amino-2-(N-(2-amino-1-methyl-2-oxoethyl)-4-fluoroanilino)thiazol-5-carbonyl]-N-cyclopentyl-isoxazol-3-carboxamid